FC(C1=CC=C(C=C1)C1CCOC2=CC(=CC=C12)C1=CC=CC(=N1)C(=O)N)(F)F 6-(4-(4-(trifluoromethyl)-phenyl)chroman-7-yl)-picolinamide